COC1=C(C2=C(C=C1)OC(=C(C2=O)O)C3=CC=CC=C3)O dihydroxy-6-methoxyflavone